FC1=CC(=C(C=C1)C1=CC(=CC=C1)C=1OC2=C(N1)C=C(C=C2C(F)(F)F)CN(C(OC(C)(C)C)=O)[C@@H]2[C@@H](CCC2)O)C2=NN=CN2C tert-Butyl ((2-(4'-Fluoro-2'-(4-methyl-4H-1,2,4-triazol-3-yl)-[1,1'-biphenyl]-3-yl)-7-(trifluoromethyl)benzo[d]oxazol-5-yl)methyl)((1S,2R)-2-hydroxycyclopentyl)carbamate